3-[2-(2-pyrimidin-2-ylethylidene)hydrazino]propanenitrile N1=C(N=CC=C1)CC=NNCCC#N